FC1=C(C=CC=C1)C(=C)C1=CC=CC2=C1NC(=NS2(=O)=O)NCC2=NC=CC=C2F 5-(1-(2-fluorophenyl)vinyl)-3-(((3-fluoropyridin-2-yl)methyl)amino)-4H-benzo[e][1,2,4]thiadiazine 1,1-dioxide